CN(C(\C=C\C1=CC2=C(NC(CCN2)=O)N=C1)=O)CC=1OC2=C(C1C)C(=CC=C2)CNC=2C=NC=CC2 (E)-N-methyl-N-((3-methyl-4-((pyridin-3-ylamino)methyl)benzofuran-2-yl)methyl)-3-(4-oxo-2,3,4,5-tetrahydro-1H-pyrido[2,3-b][1,4]diazepin-8-yl)acrylamide